C(C)(C)C1=C(C=CC=C1)C1=NC=C(C(=N1)NCC1=CC=C(C=C1)C=1N(C=C(N1)C(F)(F)F)C)C#N 2-(2-Isopropylphenyl)-4-((4-(1-methyl-4-(trifluoromethyl)-1H-imidazol-2-yl)benzyl)amino)pyrimidine-5-carbonitrile